BrC=1C=CC(=NC1)C(CC)OCCN1CCCC1 5-bromo-2-(1-(2-(pyrrolidin-1-yl)ethoxy)propyl)pyridine